N-(3-dimethylaminopropyl)-ethylcarbodiimide CN(CCCN=C=NCC)C